6-(2-(2-isopropylphenyl)-4-(4-methoxybenzyl)piperazin-1-yl)-2-azaspiro[3.3]Heptane-2-carboxylic acid tert-butyl ester C(C)(C)(C)OC(=O)N1CC2(C1)CC(C2)N2C(CN(CC2)CC2=CC=C(C=C2)OC)C2=C(C=CC=C2)C(C)C